The molecule is a nucleotide-sugar oxoanion arising from deprotonation of the carboxy and diphosphate groups of 2''-O-succinyl-ADP-D-ribose; major species at pH 7.3. It is a conjugate base of a 2''-O-succinyl-ADP-D-ribose. C1=NC(=C2C(=N1)N(C=N2)[C@H]3[C@@H]([C@@H]([C@H](O3)COP(=O)([O-])OP(=O)([O-])OC[C@@H]4[C@H]([C@H](C(O4)O)OC(=O)CCC(=O)[O-])O)O)O)N